8'-chloro-1'-[4-(pyridin-2-yloxy)piperidin-1-yl]-4'H,6'H-spiro[1,3-dioxolane-2,5'-[1,2,4]triazolo[4,3-a][1]benzazepine] ClC=1C=CC2=C(CC3(CC=4N2C(=NN4)N4CCC(CC4)OC4=NC=CC=C4)OCCO3)C1